CN1C2=C(C(=CC1=O)C(F)(F)F)CCC2 1-methyl-4-(trifluoromethyl)-1,5,6,7-tetrahydro-2H-cyclopenta[b]pyridin-2-one